C(CCC)N1C(N(C(C(C1=O)=C(N)N)=O)C1CCC2(CC3(NC(NC3=O)=O)C2)CC1)=O 1-butyl-5-(diaminomethylene)-3-(1,3-dioxo-2,4-diazadispiro[4.1.57.15]tridecan-10-yl)hexahydropyrimidine-2,4,6-trione